cyclohexane-1,4-diylbis(methylene)-dibenzoyl trimellitate C1(C=2C(C(=O)[O-])=CC(C(=O)OC(C3=C(C=CC=C3)CC3CCC(CC3)CC3=C(C(=O)O1)C=CC=C3)=O)=CC2)=O